(6-indolyl)[4-(3H-1,3,4-triazainden-7-yl)-1-piperidyl]methanone N1C=CC2=CC=C(C=C12)C(=O)N1CCC(CC1)C=1C=CN=C2NC=NC12